5-(8-fluoro-3-quinolyl)-2,3-dimethyl-2,3-dihydro-1,4-benzoxazepine FC=1C=CC=C2C=C(C=NC12)C1=NC(C(OC2=C1C=CC=C2)C)C